N1=CC(=CC=C1)C1=NNC2=CC=CC=C12 3-(pyridin-3-yl)-1H-indazol